6-(difluoromethyl)-N,N-bis(4-methoxybenzyl)-4-(4,4,5,5-tetramethyl-1,3,2-dioxaborolan-2-yl)pyridin-2-amine FC(C1=CC(=CC(=N1)N(CC1=CC=C(C=C1)OC)CC1=CC=C(C=C1)OC)B1OC(C(O1)(C)C)(C)C)F